C(C)(C)N1CC=CC2=C(C=CC=C12)OC1=CC=C(C=C1)C(F)(F)F N-Isopropyl-5-(4-(trifluoromethyl)phenoxy)quinoline